10-(2-naphthyl)anthracene-9-boronic acid C1=C(C=CC2=CC=CC=C12)C1=C2C=CC=CC2=C(C2=CC=CC=C12)B(O)O